1-sec-butyl-5,6,7,8-tetrahydro-1H-cyclopenta[b]naphthalene C(C)(CC)C1C=CC=2C1=CC=1CCCCC1C2